(S)-1-(3-chlorophenyl)-3-methylbutyl acetate C(C)(=O)O[C@@H](CC(C)C)C1=CC(=CC=C1)Cl